C(N)(=S)C1CN(CCS1(=O)=O)C(=O)OC(C)(C)C tert-butyl 2-carbamothioylthiomorpholine-4-carboxylate 1,1-dioxide